N-(acryloyloxy)succinimide C(C=C)(=O)ON1C(CCC1=O)=O